(S)-4-benzyl-3-(3-(pyridin-3-yl)propionyl)oxazolidin-2-one methyl-(Z)-3-((4-acetamidophenyl)chloromethylene)-2-oxoindoline-5-carboxylate COC(=O)C=1C=C2/C(/C(NC2=CC1)=O)=C(/Cl)\C1=CC=C(C=C1)NC(C)=O.C(C1=CC=CC=C1)[C@@H]1N(C(OC1)=O)C(CCC=1C=NC=CC1)=O